3-propylmethyldi(trimethylsiloxy)silane CCC[Si](O[Si](C)(C)C)(O[Si](C)(C)C)C